BrC1=C(C2=C(N(N=C2C=C1)CC)OC)Cl 5-bromo-4-chloro-2-ethyl-3-methoxy-2H-indazole